[2-(dimethylamino)ethyl]aniline CN(CCNC1=CC=CC=C1)C